[Hg]=[Te] mercury telluride